ClC1=C(C=CC=C1)C(C(C)C=1N(C(C(=C(N1)C(=O)O)OC)=O)C)C=1OC(=NN1)C 2-[1-(2-chlorophenyl)-1-(5-methyl-1,3,4-oxadiazol-2-yl)propan-2-yl]-5-methoxy-1-methyl-6-oxopyrimidine-4-carboxylic acid